FC=1C=C(C=CC1)C1=CC(=C(S1)C(=O)N[C@@H]1CNCC1)NC(=O)N (S)-5-(3-fluorophenyl)-N-(pyrrolidin-3-yl)-3-ureidothiophene-2-carboxamide